(4,6-bis(1-methyl-1H-pyrazol-5-yl)thieno[2,3-b]pyridin-2-yl)(cyclobutyl)methanol CN1N=CC=C1C1=C2C(=NC(=C1)C1=CC=NN1C)SC(=C2)C(O)C2CCC2